2,3,4-Tri-O-acetyl-α-D-arabinopyranosyl isothiocyanate CC(=O)O[C@@H]1CO[C@@H]([C@H]([C@@H]1OC(=O)C)OC(=O)C)N=C=S